1,1'-(pentane-1,5-diyl)bis(1H-pyrrole-2,5-dione) C(CCCCN1C(C=CC1=O)=O)N1C(C=CC1=O)=O